C([C@H]([C@H](CO)O)O)O meso-Erythritol